[Sc].[Ce].[La].[Mg] magnesium-lanthanum cerium scandium